M-methyl-benzonitrile CC=1C=C(C#N)C=CC1